butyl 1-([[(2S)-1-[(2S,4R)-4-hydroxy-2-([[4-(4-methyl-1,3-thiazol-5-yl)phenyl]methyl]carbamoyl)pyrrolidin-1-yl]-3,3-dimethyl-1-oxobutan-2-yl]carbamoyl]methyl)piperidine-4-carboxylate O[C@@H]1C[C@H](N(C1)C([C@H](C(C)(C)C)NC(=O)CN1CCC(CC1)C(=O)OCCCC)=O)C(NCC1=CC=C(C=C1)C1=C(N=CS1)C)=O